4-(5-fluoro-1,7-diaza-3-naphthylamino)-2-{3-methoxy-4-[(1s,3s)-3-(dimethylamino)cyclobutoxy]phenylamino}pyrimidine FC1=C2C=C(C=NC2=CN=C1)NC1=NC(=NC=C1)NC1=CC(=C(C=C1)OC1CC(C1)N(C)C)OC